Ethyl 3-chloro-2-[6-(difluoromethyl) pyridin-3-yl]-5-nitrobenzoate ClC=1C(=C(C(=O)OCC)C=C(C1)[N+](=O)[O-])C=1C=NC(=CC1)C(F)F